C12(C=CC(CC1)C2)C(=O)OC(=O)C21C=CC(CC2)C1 norbornenic anhydride